2-AMINO-4-METHYLENE-CYCLOBUTANECARBOXYLIC ACID NC1C(C(C1)=C)C(=O)O